tert-Butyl 3-[[[2-ethyl-4-[(3-iodoimidazo[1,2-a]pyrazin-8-yl)amino]benzoyl]amino] methyl]pyrrolidine-1-carboxylate C(C)C1=C(C(=O)NCC2CN(CC2)C(=O)OC(C)(C)C)C=CC(=C1)NC=1C=2N(C=CN1)C(=CN2)I